5-{[2-methyl-6-(trifluoromethyl)phenyl]methoxy}-2-(piperazin-1-yl)pyrimidine methyl-(E)-3-(4-amino-4'-cyclopropyl-6'-methoxy-[2,5'-bipyrimidin]-5-yl)acrylate COC(\C=C\C=1C(=NC(=NC1)C=1C(=NC=NC1OC)C1CC1)N)=O.CC1=C(C(=CC=C1)C(F)(F)F)COC=1C=NC(=NC1)N1CCNCC1